trans-methyl 4-[5-(3,4-difluorophenyl)-6-(1-hydroxy-1-methyl-ethyl)-1H-pyrrolo[2,3-f]indazol-7-yl]cyclohexanecarboxylate FC=1C=C(C=CC1F)N1C(=C(C2=C1C=C1C=NNC1=C2)[C@@H]2CC[C@H](CC2)C(=O)OC)C(C)(C)O